[Na].S1(=O)(=O)CCCC1 sulfolane sodium salt